BrC=1C=NC(=NC1)CO[C@H]1[C@@H](CC(C1)(F)F)O[Si](C)(C)C(C)(C)C 5-bromo-2-(((trans-2-((tert-butyldimethylsilyl)oxy)-4,4-difluorocyclopentyl)oxy)methyl)pyrimidin